(3R)-3-[[7-[2-(methoxymethoxy)-4-(trifluoromethyl)phenyl]-3-methyl-isoxazolo[4,5-d]pyridazin-4-yl]amino]piperidine-1-carboxylic acid tert-butyl ester C(C)(C)(C)OC(=O)N1C[C@@H](CCC1)NC1=NN=C(C2=C1C(=NO2)C)C2=C(C=C(C=C2)C(F)(F)F)OCOC